FC(C1=NN=C(O1)C=1C=NC(=NC1)NC=1C=C(C2=C(N=CN2)C1)S(=O)(=O)Cl)F 6-((5-(5-(difluoromethyl)-1,3,4-oxadiazol-2-yl)pyrimidin-2-yl)amino)-benzo[d]imidazole-4-sulfonylchloride